C(C=C)C1(C(N(C(C(C1)C1=CC(=CC=C1)Cl)C1=CC=C(C=C1)Cl)[C@H](CNC)C1CC1)=O)C 3-allyl-5-(3-chlorophenyl)-6-(4-chlorophenyl)-1-((S)-1-cyclopropyl-2-(methylamino)ethyl)-3-methylpiperidin-2-one